4-((6-((4-methoxy-2-methylphenyl)amino)-3-methyl-2-oxo-2,3-dihydro-1H-imidazo[4,5-c]pyridin-1-yl)methyl)piperidine-1-carboxylic acid tert-butyl ester C(C)(C)(C)OC(=O)N1CCC(CC1)CN1C(N(C=2C=NC(=CC21)NC2=C(C=C(C=C2)OC)C)C)=O